(4-amino-2-(1-(pyridin-2-yl)ethyl)-7-(pyrimidin-4-yl)-2H-[1,2,3]triazolo[4,5-c]pyridin-6-yl)benzonitrile NC1=NC(=C(C=2C1=NN(N2)C(C)C2=NC=CC=C2)C2=NC=NC=C2)C2=C(C#N)C=CC=C2